1-[(7S)-14-fluoro-5,9-dioxa-2,11,18-triazatetracyclo[8.8.0.02,7.012,17]octadeca-1(18),10,12(17),13,15-pentaen-16-yl]ethanone FC1=CC=2N=C3OC[C@@H]4COCCN4C3=NC2C(=C1)C(C)=O